O1C(=CC=C1)CNC1=NS(C2=C(N1)C(=CC=C2)C2=C(C=CC=C2)C)(=O)=O 3-((furan-2-ylmethyl)amino)-5-(o-tolyl)-4H-benzo[e][1,2,4]thiadiazine 1,1-dioxide